IC=1C=C(C=CC1)C(C)=O 1-(3-iodophenyl)-1-ethanone